C1(CCCC1)N1N=C(C(=C1NCC)C(=O)N)C1=CC=C(C=C1)CNC(C1=C(C=CC=C1)OC)=O 1-cyclopentyl-5-(ethylamino)-3-[4-[[(2-methoxybenzoyl)amino]methyl]phenyl]pyrazole-4-carboxamide